C(C)N(C(=O)C=1C=NN(C1)CC=1SC(=CC1)C1=NOC(=N1)C(F)(F)F)CC N,N-diethyl-1-[[5-[5-(trifluoromethyl)-1,2,4-oxadiazol-3-yl]-2-thienyl]methyl]pyrazole-4-carboxamide